N-(4-(2-amino-5-(1-ethyl-1H-pyrazol-4-yl)pyridin-3-yl)-3-fluorophenyl)-6-cyano-5-(4-fluorophenyl)-1-cyclobutyl-4-oxo-1,4-dihydropyridine-3-carboxamide NC1=NC=C(C=C1C1=C(C=C(C=C1)NC(=O)C1=CN(C(=C(C1=O)C1=CC=C(C=C1)F)C#N)C1CCC1)F)C=1C=NN(C1)CC